cis-8-dimethylamino-8-phenyl-3-(2-pyridin-2-yl-ethyl)-1,3-diazaspiro[4.5]decan-2-one CN(C1(CCC2(CN(C(N2)=O)CCC2=NC=CC=C2)CC1)C1=CC=CC=C1)C